N-(1-([1,1'-biphenyl]-4-yl)ethyl)-4-chlorobenzenesulfonamide C1(=CC=C(C=C1)C(C)NS(=O)(=O)C1=CC=C(C=C1)Cl)C1=CC=CC=C1